C(C(=O)[O-])(=O)[O-].[Y+3].C(C(=O)[O-])(=O)[O-].C(C(=O)[O-])(=O)[O-].[Y+3] yttrium oxalate salt